2-butyl-1-(4-methoxybenzyl)-7-phenyl-1H-imidazo[4,5-d]pyridazin-4-amine C(CCC)C1=NC=2C(=C(N=NC2N)C2=CC=CC=C2)N1CC1=CC=C(C=C1)OC